NC=1C=C2C(=NNC2=CC1)C(=O)NC1CN(CCC1)C=1C=C(N2N=CN=C(C21)N)C=2C=NC=NC2 5-amino-N-(1-(4-amino-7-(pyrimidin-5-yl)pyrrolo[2,1-f][1,2,4]triazin-5-yl)piperidin-3-yl)-1H-indazole-3-carboxamide